FC1=C(N)C=C(C=C1F)F 2,3,5-trifluoro-aniline